(R)-7-(4-fluorobenzoyl)-8-methyl-3-(3-methyl-1,2,4-thiadiazol-5-yl)-5,6,7,8-tetrahydroimidazo[1,5-a]pyrazine-1-carbonitrile FC1=CC=C(C(=O)N2[C@@H](C=3N(CC2)C(=NC3C#N)C3=NC(=NS3)C)C)C=C1